tert-butyl (2S,4S)-2-(((2-fluoro-4-iodopyridin-3-yl)oxy)methyl)-4-(methoxymethyl)-pyrrolidine-1-carboxylate FC1=NC=CC(=C1OC[C@H]1N(C[C@H](C1)COC)C(=O)OC(C)(C)C)I